The molecule is a trisaccharide derivative that is cyanidin substituted at position 3 by a 6-O-[6-O-(4-coumaroyl)-beta-D-glucosyl]-2-O-beta-D-xylosyl-beta-D-galactosyl moiety. It is a trisaccharide derivative and a xylosylgalactoside. It derives from a cyanidin cation and a trans-4-coumaric acid. It is a conjugate acid of a cyanidin 3-O-{6-O-[6-O-(4-coumaroyl)-beta-D-glucosyl]-2-O-beta-D-xylosyl-beta-D-galactoside}(1-). C1[C@H]([C@@H]([C@H]([C@@H](O1)O[C@@H]2[C@H]([C@H]([C@H](O[C@H]2OC3=CC4=C(C=C(C=C4[O+]=C3C5=CC(=C(C=C5)O)O)O)O)CO[C@H]6[C@@H]([C@H]([C@@H]([C@H](O6)COC(=O)/C=C/C7=CC=C(C=C7)O)O)O)O)O)O)O)O)O